2-(5-fluoro-3-ethanesulfonylpyridin-2-yl)-3-methyl-6-trifluoromethyl-3H-imidazo[4,5-b]pyridine FC=1C=C(C(=NC1)C1=NC=2C(=NC=C(C2)C(F)(F)F)N1C)S(=O)(=O)CC